6-(4-((1H-indazol-5-yl)amino)-6-(2-(dimethyl-amino)ethoxy)-pyrimidin-2-yl)-N-isopropyl-benzo[b]thiophene-2-carboxamide N1N=CC2=CC(=CC=C12)NC1=NC(=NC(=C1)OCCN(C)C)C=1C=CC2=C(SC(=C2)C(=O)NC(C)C)C1